COC1=C(C=CC=C1)N1C(NC(CC1)=O)=O 1-(2-methoxyphenyl)dihydropyrimidine-2,4(1H,3H)-dione